C(C)(C)(C)OC(=O)N1[C@@H](C[C@H](C1)O[Si](C)(C)C(C)(C)C)C=1NC(=C(N1)Br)Br (2S,4R)-4-[tert-butyl-(dimethyl)silyl]oxy-2-(4,5-dibromo-1H-imidazol-2-yl)pyrrolidine-1-carboxylic acid tert-butyl ester